FC=1C=C2CCCC(C2=CC1F)=O 6,7-difluoro-1,2,3,4-tetrahydronaphthalen-1-one